CC1([C@H](C1)C(=O)N1CC2(C1)CN(CC2C(=O)O)C(=O)C=2C=NN(C2)CC2=CC=C(C=C2)F)C 2-((S)-2,2-dimethyl-cyclopropane-1-carbonyl)-6-(1-(4-fluorobenzyl)-1H-pyrazole-4-carbonyl)-2,6-diazaspiro[3.4]octane-8-carboxylic acid